1-(3-fluoro-5-(trifluoromethyl)pyridin-2-yl)ethan-1-one Diethyl-2,2-dimethylglutarate C(C)OC(C(CCC(=O)OCC)(C)C)=O.FC=1C(=NC=C(C1)C(F)(F)F)C(C)=O